olealdehyde C(CCCCCCC\C=C/CCCCCCCC)=O